COC(=O)C1(CC2(C1)CC(C2)C2=C(N(C1=CC=C(C=C21)OCC2=CC=CC=C2)C2=CC(=C(C=C2)F)C)C(C)C)F 6-[5-benzyloxy-1-(4-fluoro-3-methyl-phenyl)-2-isopropyl-indol-3-yl]-2-fluoro-spiro[3.3]Heptane-2-carboxylic acid methyl ester